C(C)(C)(C)OC(=O)N1C(OC[C@@H]1C1(CC1)O)(C)C.C12CC1OS2(=O)=O cyclopropanesultone tert-butyl-(4R)-4-(1-hydroxycyclopropyl)-2,2-dimethyl-1,3-oxazolidine-3-carboxylate